COC(=O)C1CC(C2=C1C=NC=1N2N=C(C1)F)(C)C=1C=NN(C1)C(C)C 2-fluoro-8-(1-isopropyl-1H-pyrazol-4-yl)-8-methyl-7,8-dihydro-6H-cyclopenta[e]pyrazolo[1,5-a]pyrimidine-6-carboxylic acid methyl ester